OCCNC=1C=CC(=C(C1)O)C 5-(2-hydroxyethyl)amino-2-methylphenol